1-(2-((2-(3-chloro-2-fluorophenylmethylamino)-2-oxoethyl)(cyclopropyl)amino)-2-oxoethyl)-5-hydroxy-1H-indazole-3-carboxamide ClC=1C(=C(C=CC1)CNC(CN(C(CN1N=C(C2=CC(=CC=C12)O)C(=O)N)=O)C1CC1)=O)F